methyl N-[5-[6-[(3-ethynylphenyl)-methyl-carbamoyl]imidazo[1,2-a]pyridin-3-yl]-2-pyridyl]carbamate C(#C)C=1C=C(C=CC1)N(C(=O)C=1C=CC=2N(C1)C(=CN2)C=2C=CC(=NC2)NC(OC)=O)C